BrC1=CC=C2CC3(C(C2=C1)=O)CCC(CC3)O (1r,4r)-6'-bromo-4-hydroxyspiro(cyclohexane-1,2'-indene)-1'(3'H)-one